(2R,3S,4R,5S)-5-(4-amino-5-fluoropyrrolo[2,1-f][1,2,4]triazin-7-yl)-2-azido-2-(hydroxymethyl)tetrahydrofuran-3,4-diol NC1=NC=NN2C1=C(C=C2[C@H]2[C@@H]([C@@H]([C@](O2)(CO)N=[N+]=[N-])O)O)F